COC1=CC=C(C=C1)C1(C=CC2=C(O1)C1=CC=CC=C1C(=C2C(=O)OC)C2=CC=C(C=C2)OCCO)C2=CC=C(C=C2)OC 2,2-bis(4-methoxyphenyl)-5-methoxy-carbonyl-6-(4-(2-hydroxy-ethoxy)phenyl)-[2H]-naphtho[1,2-b]pyran